CC1=NN2C(C=C(C(=C2)C)NC(=O)N2CCC=3C2=NC=CC3N3C[C@@H](N(CC3)C(=O)OC(C)(C)C)C)=C1 tert-butyl (S)-4-(1-((2,6-dimethylpyrazolo[1,5-a]pyridin-5-yl)carbamoyl)-2,3-dihydro-1H-pyrrolo[2,3-b]pyridin-4-yl)-2-methylpiperazine-1-carboxylate